ClC=1C=CC2=C(C(=CN=C(N2)C2=C(C=CC(=C2)Cl)[N+](=O)[O-])C(F)(F)F)C1 7-chloro-2-(5-chloro-2-nitrophenyl)-5-(trifluoromethyl)-1H-1,3-benzodiazepine